C1(=CC=CC=C1)C1C2C3C4C=CC(C3C(C1)(C2)C2CCCC2)C4 9-phenyl-cyclopentyl-tetracyclo[6.2.1.13,6.02,7]dodec-4-ene